COC1=CC=C(C=C1)C=1C=CC2=C(N(N=N2)C2=CC(=C(C(=C2)OC)OC)OC)C1 6-(4-methoxyphenyl)-1-(3,4,5-trimethoxyphenyl)-1H-benzo[d][1,2,3]triazole